C(CC)S(=O)(=O)N1CCC12CN(CCC2)C=2C1=C(N=CN2)NC=C1 4-(1-(Propylsulfonyl)-1,6-diazaspiro[3.5]nonan-6-yl)-7H-pyrrolo[2,3-d]pyrimidine